ethyl 2-[[3-(2-methoxyethoxymethoxy)-4-methyl-5-(trifluoromethylsulfonyloxy)pyridine-2-carbonyl]amino]acetate COCCOCOC=1C(=NC=C(C1C)OS(=O)(=O)C(F)(F)F)C(=O)NCC(=O)OCC